Methyl-9-Methyl-1-(1-Methyl-1H-indol-3-yl)-2,3-dihydro-1H-pyrrolo[1,2-a]indole CC1(CCN2C1=C(C=1C=CC=CC21)C)C2=CN(C1=CC=CC=C21)C